8-(5-chloro-2-fluorophenyl)-N2-(6-morpholinylpyridin-3-yl)quinazoline-2,4-diamine ClC=1C=CC(=C(C1)C=1C=CC=C2C(=NC(=NC12)NC=1C=NC(=CC1)N1CCOCC1)N)F